ethyl 2-[(2,4-difluorophenyl) hydrazono]-3-hydroxyiminopropionate FC1=C(C=CC(=C1)F)NN=C(C(=O)OCC)C=NO